(biphenylyl)[(diphenyltriazinyl)phenyl]indolocarbazole C1(=C(C=CC=C1)C=1C(=C2C(=CC1)N=C1C=CC3=C4C=CC=CC4=NC3=C12)C1=C(C=CC=C1)C1=NN=NC(=C1C1=CC=CC=C1)C1=CC=CC=C1)C1=CC=CC=C1